4'-methyl-2-biphenyl-carboxylate CC1=CC=C(C=C1)C=1C(=CC=CC1)C(=O)[O-]